OC(C)(C1=CC=CC=C1)C1CC2(CN(C2)C(=O)OC(C)(C)C)C1 tert-Butyl 6-(1-hydroxy-1-phenylethyl)-2-azaspiro[3.3]heptane-2-carboxylate